4-amino-7-chloro-N-methyl-N-(2-(trifluoromethyl)-5,8-dihydro-6H-pyrano[3,4-b]pyridin-5-yl)imidazo[1,5-a]quinoxaline-8-carboxamide NC=1C=2N(C3=CC(=C(C=C3N1)Cl)C(=O)N(C1COCC3=NC(=CC=C31)C(F)(F)F)C)C=NC2